(2-neopentoxy-cyclohex-1-yl)methylamine C(C(C)(C)C)OC1C(CCCC1)CN